N[C@@H]1C[C@@H](CC1)OC=1C(=NC(=C(C1)F)C)C1=CC(=NN1)NC=1N=CC(=NC1)C(=O)N 5-((5-(3-(((1R,3S)-3-aminocyclopentyl)oxy)-5-fluoro-6-methylpyridin-2-yl)-1H-pyrazol-3-yl)amino)pyrazine-2-carboxamide